4-[5-(2-aminoethyl)pyrimidin-2-yl]-3-[(5-morpholin-4-yl-1,3,4-thiadiazol-2-yl)oxy]benzonitrile NCCC=1C=NC(=NC1)C1=C(C=C(C#N)C=C1)OC=1SC(=NN1)N1CCOCC1